C1(=CC=C(C=C1)CN(C1=CC(=NC=2N1N=CC2Cl)NC[C@@H]2[C@H](CN(CC2)C(=O)OC(C)(C)C)O)C(=O)OC(C)(C)C)C2=CC=CC=C2 tert-butyl (3R,4R)-4-(((7-(([1,1'-biphenyl]-4-ylmethyl)(tert-butoxycarbonyl)amino)-3-chloropyrazolo[1,5-a]pyrimidin-5-yl)amino)methyl)-3-hydroxypiperidine-1-carboxylate